C1CC12CN(CCC2)CC2=CC1=C(C(N(C=C1C(F)(F)F)C1=CC(=CC=C1)C1(CC(C1)OC)C1=NN=CN1C)=O)N2 2-(5-azaspiro[2.5]octan-5-ylmethyl)-6-[3-[3-methoxy-1-(4-methyl-1,2,4-triazol-3-yl)cyclobutyl]phenyl]-4-(trifluoromethyl)-1H-pyrrolo[2,3-c]pyridin-7-one